C1C=CCS1(=O)=O dihydrothiophene 1,1-dioxide